NC1=C(SC2=NC(=CC(=C21)C)C)C(=O)N[C@H]2CC=1C=NC(=NC1CC2)N2C[C@@H]([C@H](C2)OC)N 3-amino-N-[(6R)-2-[(3S,4S)-3-amino-4-methoxypyrrolidin-1-yl]-5,6,7,8-tetrahydroquinazolin-6-yl]-4,6-dimethylthieno[2,3-b]pyridine-2-carboxamide